8-methoxy-6-(4,4,5,5-tetramethyl-1,3,2-dioxaborolan-2-yl)imidazo[1,2-a]pyrazine COC=1C=2N(C=C(N1)B1OC(C(O1)(C)C)(C)C)C=CN2